C1=CCC=C2SC3=CC=CC=C3C=C12 3H-thioxanthen